N-((3R)-7-(3,8-diazabicyclo[3.2.1]octan-3-yl)chroman-3-yl)-7-amino-3-methylthieno[2,3-b]pyrazine-6-carboxamide C12CN(CC(CC1)N2)C2=CC=C1C[C@H](COC1=C2)NC(=O)C2=C(C=1C(=NC(=CN1)C)S2)N